C(C=C)(=O)OCCC1=C(C=CC=C1)OP(=O)([O-])[O-].C(CCC)OC(=O)C[S+](C1=CC=CC=C1)CC(=O)OCCCC.C(CCC)OC(=O)C[S+](CC(=O)OCCCC)C1=CC=CC=C1 bis(butoxycarbonylmethyl)phenylsulfonium acryloxyethylphenyl-hydrogenphosphate